CN1N=CC=C1C1=CC(=C2C(=N1)C(=NS2)C2=CC=NN2C2OCCCC2)C2=CC=NN2C 5,7-bis(1-methyl-1H-pyrazol-5-yl)-3-(1-(tetrahydro-2H-pyran-2-yl)-1H-pyrazole-5-yl)isothiazolo[4,5-b]pyridine